1-(2,2-difluoroethyl)-5-ethyl-6-(2-(2-(trifluoromethyl)pyridin-4-yl)-2,8-diazaspiro[4.5]decan-8-yl)-1,5-dihydro-4H-pyrazolo[3,4-d]pyrimidin-4-one FC(CN1N=CC2=C1N=C(N(C2=O)CC)N2CCC1(CCN(C1)C1=CC(=NC=C1)C(F)(F)F)CC2)F